C1=CC=CC=2C3=CC=CC=C3C(C12)COC(=O)N[C@@H](CCCCNC(=O)OCC1C2=CC=CC=C2C=2C=CC=CC12)C(=O)OC(CCCCCCC\C=C/CCCCCCCC)CCCCCCCC\C=C/CCCCCCCC (9Z,27Z)-hexatriaconta-9,27-dien-18-yl N2,N6-bis(((9H-fluoren-9-yl)methoxy)carbonyl)lysinate